Ethyl (1R,2S,3S,4R)-3-((2-(5-fluoro-1-tosyl-1H-pyrrolo[2,3-b]pyridin-3-yl)-7-(trifluoromethyl)pyrrolo[2,1-f][1,2,4]triazin-4-yl)amino)bicyclo[2.2.2]octane-2-carboxylate FC=1C=C2C(=NC1)N(C=C2C2=NN1C(C(=N2)N[C@@H]2[C@H](C3CCC2CC3)C(=O)OCC)=CC=C1C(F)(F)F)S(=O)(=O)C1=CC=C(C)C=C1